BrC1=C(C2=C(C(N3[C@@H](CO2)CN(CC3)C(=O)OC(C)(C)C)=O)C=C1OC)F tert-butyl (R)-9-bromo-10-fluoro-8-methoxy-6-oxo-3,4,12,12a-tetrahydro-6H-benzo[f]pyrazino[2,1-c][1,4]oxazepine-2(1H)-carboxylate